FC=1C=C(C=C(C1)OC)C=1N(N=C2[C@@H](N(CCC21)C(=O)C=2C=C1N=CC=NC1=CC2)C)C (S)-(3-(3-fluoro-5-methoxyphenyl)-2,7-dimethyl-2,4,5,7-tetrahydro-6H-pyrazolo[3,4-c]pyridin-6-yl)(quinoxalin-6-yl)methanone